5-[7-(cyclopropylmethoxy)-1-fluoro-3-hydroxynaphthalen-2-yl]-1λ6,2,5-thiadiazolidine-1,1,3-trione C1(CC1)COC1=CC=C2C=C(C(=C(C2=C1)F)N1CC(NS1(=O)=O)=O)O